NCC1(CN(CCN1)C1=CC=CC=2OCCOC21)CN 5-(3,3-bis(aminomethyl)piperazin-1-yl)-2,3-dihydro-1,4-benzodioxine